3'-cyano-4-formyl-2'-[4-(4-methyl-1,2,4-triazol-3-yl)piperidin-1-yl]-[1,1'-biphenyl]-3-ylboronic acid C(#N)C=1C(=C(C=CC1)C1=CC(=C(C=C1)C=O)B(O)O)N1CCC(CC1)C1=NN=CN1C